ClC1=C(C(=O)OC)C=CC(=N1)C=O methyl 2-chloro-6-formylnicotinate